BrC1=CC=C(C=C1)[C@H](COCC(=O)OCC)NC(=O)OC(C)(C)C (R)-ethyl 2-(2-(4-bromophenyl)-2-((tert-butoxycarbonyl)amino)ethoxy)acetate